(2R)-2-(5-chloro-2-methoxypyridin-4-yl)-1-[7-methyl-6-(2-methyl-2H-tetrazol-5-yl)-3,4-dihydro-1H-spiro[1,8-naphthyridine-2,3'-pyrrolidin]-1'-yl]propan-1-one ClC=1C(=CC(=NC1)OC)[C@H](C(=O)N1CC2(CC1)NC1=NC(=C(C=C1CC2)C=2N=NN(N2)C)C)C